C(C)(=O)C=1C(OC2=C(C(=CC(=C2C1)C)O)CN1CCOCC1)=O 3-acetyl-5-methyl-7-hydroxy-8-(morpholinyl)methylcoumarin